C(C)(C)(C)OC(=O)N1C[C@@](OCC1)(C)CO (2S)-2-(hydroxymethyl)-2-methylmorpholine-4-carboxylic acid tert-butyl ester